3-Acetamidopyridinecarboxylic acid ethyl ester C(C)OC(=O)C1=NC=CC=C1NC(C)=O